3-(4-aminoimidazo[2,1-f][1,2,4]triazin-7-yl)-N-(trans-4-hydroxy-1-methylcyclohexyl)-4-methylbenzenesulfonamide NC1=NC=NN2C1=NC=C2C=2C=C(C=CC2C)S(=O)(=O)NC2(CCC(CC2)O)C